cis-8-dimethylamino-1-[(1-hydroxy-cyclobutyl)-methyl]-8-phenyl-1,3-diazaspiro[4.5]decan-2-one CN(C1(CCC2(CNC(N2CC2(CCC2)O)=O)CC1)C1=CC=CC=C1)C